2-Ethynyl-N-(1-(4-fluorobenzyl)-2-oxopyrrolidin-3-yl)-N-(3-isopropoxy-4-methyl-5-(trifluoromethyl)phenyl)thiazole-4-carboxamide C(#C)C=1SC=C(N1)C(=O)N(C1=CC(=C(C(=C1)C(F)(F)F)C)OC(C)C)C1C(N(CC1)CC1=CC=C(C=C1)F)=O